C12(CC3CC(CC(C1)C3)C2)CC(=O)OCCOCCC2=CC(=CC=C2)C2=NC=3N(C(=C2)N2CCNCC2)N=C(C3C3=CC=CC=C3)C 2-(3-(2-Methyl-3-phenyl-7-(piperazin-1-yl)pyrazolo[1,5-a]pyrimidin-5-yl)-phenethoxy)ethyl 2-((3r,5r,7r)-adamantan-1-yl)acetate